5-[[2-[7-fluoro-6-(2,2,2-trifluoroethyl)quinazolin-4-yl]-2,7-diazaspiro[3.5]nonan-7-yl]methyl]-4-methyl-1-[2-(4-methylsulfonylpiperazin-1-yl)propyl]indole-2-carbonitrile FC1=C(C=C2C(=NC=NC2=C1)N1CC2(C1)CCN(CC2)CC=2C(=C1C=C(N(C1=CC2)CC(C)N2CCN(CC2)S(=O)(=O)C)C#N)C)CC(F)(F)F